C12COCC(N1C1=NC(=NC3=C(C(=C(C=C13)Br)C1=CC=C(C=3SC(=C(C31)C#N)NC(OC(C)(C)C)=O)F)F)SC)C2 tert-butyl (4-(4-(3-oxa-6-azabicyclo[3.1.1]heptan-6-yl)-6-bromo-8-fluoro-2-(methylthio)quinazolin-7-yl)-3-cyano-7-fluorobenzo[b]thiophen-2-yl)carbamate